Cl.CO[C@@H]1C[C@H](C1)NC (trans)-3-methoxy-N-methylcyclobutan-1-amine hydrochloride